ClC=1C=C2C(=NC(=NC2=CC1C1=C(C=CC(=N1)N)C(F)(F)F)OC[C@H]1N(CC[C@@H]1F)C)N1CCNCC1 6-[6-chloro-2-[[(2R,3S)-3-fluoro-1-methyl-pyrrolidin-2-yl]methoxy]-4-piperazin-1-yl-quinazolin-7-yl]-5-(trifluoromethyl)pyridin-2-amine